2'-chloro-5'-methoxy-6-methyl-N-(5-(4-methyl-6-(trifluoromethyl)nicotinoyl)-5,6-dihydro-4H-pyrrolo[3,4-d]thiazol-2-yl)-[4,4'-bipyridine]-3-carboxamide ClC1=NC=C(C(=C1)C1=C(C=NC(=C1)C)C(=O)NC=1SC2=C(N1)CN(C2)C(C2=CN=C(C=C2C)C(F)(F)F)=O)OC